C1(CC1)COC=1C=CC(=NC1)C(C(=O)N)(C)N1C[C@@H](C(CC1)(F)F)C1=NNC(C=C1)=O (5-(cyclopropylmethoxy)pyridin-2-yl)-2-((R)-4,4-difluoro-3-(6-oxo-1,6-dihydropyridazin-3-yl)piperidin-1-yl)propanamide